[Pd](Cl)Cl.C1(=CC=CC=C1)P(CCP(C1=CC=CC=C1)C1=CC=CC=C1)C1=CC=CC=C1 1,2-bis(diphenylphosphino)ethane palladium chloride